pyridine-1(6H)-sulfonamide N1(C=CC=CC1)S(=O)(=O)N